ClCC=1SC=C(C1C(=O)NCC1=CC=C(C=C1)OC)C (chloromethyl)-N-[(4-methoxyphenyl)methyl]-4-methylthiophene-3-carboxamide